CC1=NN2C(C(NCC2)=O)=C1C 2,3-dimethyl-6,7-dihydro-5H-pyrazolo[1,5-a]pyrazin-4-one